3-(4-(3-(1H-Imidazol-1-yl)pyrrolidin-1-yl)pyrimidin-2-yl)-6-(trifluoromethyl)imidazo[1,2-a]pyrazine N1(C=NC=C1)C1CN(CC1)C1=NC(=NC=C1)C1=CN=C2N1C=C(N=C2)C(F)(F)F